N-((3-(3,7-dimethylocta-2,6-dien-1-yl)-2,4-dihydroxy-6-pentylphenyl)sulfonyl)-1H-1,2,4-triazole-5-carboxamide CC(=CCC=1C(=C(C(=CC1O)CCCCC)S(=O)(=O)NC(=O)C1=NC=NN1)O)CCC=C(C)C